N-(3-fluoro-4-piperidyl)-6-iodo-1-(2,2,2-trifluoroethyl)indol-4-amine FC1CNCCC1NC=1C=2C=CN(C2C=C(C1)I)CC(F)(F)F